FC=1C=C(C=CC1O[C@@H](C)C1=CC=CC=C1)B1OC(C)(C)C(C)(C)O1 (S)-(3-fluoro-4-(1-phenylethoxy)phenyl)boronic acid pinacol ester